[N+](=O)([O-])C1=CC(=CNC1=O)C(=O)OC methyl 5-nitro-6-oxo-1,6-dihydropyridine-3-carboxylate